tert-Butyl (4-(4-(tert-butoxy)-8-fluoro-2-(((S,E)-4-(fluoromethylene)-1,3-dimethylpiperidin-3-yl)methoxy)-6-(trifluoromethyl)quinazolin-7-yl)benzo[b]thiophen-2-yl)carbamate C(C)(C)(C)OC1=NC(=NC2=C(C(=C(C=C12)C(F)(F)F)C1=CC=CC=2SC(=CC21)NC(OC(C)(C)C)=O)F)OC[C@@]/2(CN(CC\C2=C/F)C)C